N1(CCCCC1)CCOC1=CC=C(C(=O)[O-])C=C1.[Na+] Sodium 4-(2-(piperidin-1-yl)ethoxy)benzoate